C(C)OC=1C=C(C=CC1)NCC(O)C1=NNC(O1)=S 5-[2-(3-ethoxyphenylamino)-1-hydroxyethyl]-1,3,4-oxadiazole-2(3H)-thione